CC1=CC=C(N1C1=NC=CC=C1)SCCC1=NC=CN=C1 2-(2-((5-methyl-1-(pyridin-2-yl)-1H-pyrrol-2-yl)thio)ethyl)pyrazine